7-((6-chloroimidazo[1,2-b]pyridazin-3-yl)amino)-3-methoxy-N-(4-(piperidin-1-ylmethyl)phenyl)-2-naphthamide ClC=1C=CC=2N(N1)C(=CN2)NC2=CC=C1C=C(C(=CC1=C2)C(=O)NC2=CC=C(C=C2)CN2CCCCC2)OC